tert-Butyl 3-benzyloxy-5-(1-hydroxy-1-methyl-ethyl)piperidine-1-carboxylate C(C1=CC=CC=C1)OC1CN(CC(C1)C(C)(C)O)C(=O)OC(C)(C)C